COCOC=1C(=NC=C(C1)C=1C=NN(C1)C([2H])([2H])[2H])C1=CC=C(N=N1)N(C1CC(NC2(CC2)C1)(C)C)C N-[6-[3-(methoxymethoxy)-5-[1-(trideuteriomethyl)pyrazol-4-yl]-2-pyridyl]pyridazin-3-yl]-N,5,5-trimethyl-4-azaspiro[2.5]octan-7-amine